CC1=C(SC(=C1)C1=CC=C(C=C1)C1CCN(CC1)CCC)C(=O)N1C[C@H](CC1)NC(OC(C)(C)C)=O tert-butyl N-((3S)-1-((3-methyl-5-(4-(1-propylpiperidin-4-yl)phenyl)thiophen-2-yl)carbonyl)pyrrolidin-3-yl)carbamate